hydroxy-2-isopropyl-3H-pyrimidin-4-one ON1C(=NC=CC1=O)C(C)C